FC1=C2C(C3=NC4=CC=CC=C4C(N3C2=CC=C1F)=O)=O 7,8-difluoroindolo[2,1-b]quinazoline-6,12-dione